FC1=C(C=CC(=N1)C1=NC2=CC(=NC=C2C=C1)CNC(C1=CC(=C(C=C1)C)S(=O)(=O)C)=O)C N-((2-(6-fluoro-5-methylpyridin-2-yl)-1,6-naphthyridin-7-yl)methyl)-4-methyl-3-(methylsulfonyl)benzamide